C(C)(C)(C)C=1C(=NC(=CC1)C(F)(F)F)C(=O)NC1=CC2=CN(N=C2C=C1OC)C1CCC(CC1)C=O tert-butyl-N-(2-((1r,4r)-4-formylcyclohexyl)-6-methoxy-2H-indazol-5-yl)-6-(trifluoromethyl)pyridinecarboxamide